O[C@@H]1C=2C=CC(=CC2CC[C@@H]1[C@H]1N2C(C3=CC=CC=C13)=CN=C2)C(=O)N(C)C (s,S,6R)-5-hydroxy-6-((R)-5H-imidazo[5,1-a]isoindol-5-yl)-N,N-dimethyl-5,6,7,8-tetrahydronaphthalene-2-carboxamide